2-((1S,2S)-1-(2-chloro-5-fluorophenyl)-1-(1,5-dimethyl-1H-pyrazol-3-yl)propan-2-yl)-5-hydroxy-N-(isoxazol-4-yl)-1-methyl-6-oxo-1,6-dihydropyrimidine-4-carboxamide ClC1=C(C=C(C=C1)F)[C@H]([C@H](C)C=1N(C(C(=C(N1)C(=O)NC=1C=NOC1)O)=O)C)C1=NN(C(=C1)C)C